CN1N=C(C=C1C(=O)OCC)C1=NC2=C(C=NC(=C2)C(F)(F)F)N1C ethyl 1-methyl-3-(3-methyl-6-(trifluoromethyl)-3H-imidazo[4,5-c]pyridin-2-yl)-1H-pyrazole-5-carboxylate